N-[2-Chloro-5-(5-cyclopropyl-4H-1,2,4-triazol-3-yl)-3-fluorophenyl]pyrazolo[1,5-a]pyridine-3-carboxamide ClC1=C(C=C(C=C1F)C1=NN=C(N1)C1CC1)NC(=O)C=1C=NN2C1C=CC=C2